AMINOUNDECYLTRIMETHOXYSILANE NCCCCCCCCCCC[Si](OC)(OC)OC